C1CCC2=CC(=CC=C12)[C@@H]1OCC2=CC(=CC=C2[C@@H]1C1=CC=C(C=C1)N1CCC(CC1)C(OC)OC)O (3R,4S)-3-(2,3-dihydro-1H-inden-5-yl)-4-(4-(4-(dimethoxymethyl)piperidin-1-yl)phenyl)isochroman-7-ol